C(C)C(C1=CC=CC=C1)[Ru-2]C1=C(CC=CC1)CC (ethylbenzyl)(1-ethyl-1,4-cyclohexadienyl)ruthenium (0)